1-benzyl-3,5-dimethyl-1H-pyrazole C(C1=CC=CC=C1)N1N=C(C=C1C)C